methyl (Z)-3-(5-fluoro-3-pyridyl)-3-hydroxy-prop-2-enoate FC=1C=C(C=NC1)/C(=C/C(=O)OC)/O